1,2-epoxy-3-n-propoxypropane C(CC)OCC1CO1